FC=1C(=NN(C1)C)NC1=NN2C(C=C(C=C2)C2=CC(=NC=C2OC2C[C@@H]3COC[C@H](C2)N3)C)=C1 N-(4-fluoro-1-methyl-pyrazol-3-yl)-5-[2-methyl-5-[[(1S,5R,7s)-3-oxa-9-azabicyclo[3.3.1]nonan-7-yl]oxy]-4-pyridyl]pyrazolo[1,5-a]pyridin-2-amine